CC1=C(C=CC(=C1)C)NC(=O)NC(C)CCC1=CC=C(C=C1)O 1-(2,4-dimethylphenyl)-3-(4-(4-hydroxyphenyl)butan-2-yl)urea